1'-(3-(7-fluoro-1-oxo-1,2-dihydroisoquinolin-3-yl)propanoyl)-1',2',3',6'-tetrahydro-[2,4'-bipyridine]-5-carbonitrile FC1=CC=C2C=C(NC(C2=C1)=O)CCC(=O)N1CCC(=CC1)C1=NC=C(C=C1)C#N